2-fluoro-4-iodo-5-methylpyridine FC1=NC=C(C(=C1)I)C